C1(CCCCC1)N=C=NC1CCC(CC1)N(CC)CC N-cyclohexyl-N'-(4-diethylaminocyclohexyl)carbodiimide